3-methylsulfonyloxypropyltriallyl-oxysilane CS(=O)(=O)OCCC[Si](OCC=C)(OCC=C)OCC=C